FC1COC(C2=CC=CC=C12)CN(C(OC(C)(C)C)=O)C tert-butyl ((4-fluoroisochroman-1-yl)methyl)(methyl)carbamate